2-(2-(cyclopropanesulfonylamino)thiazol-4-yl)-2-methyl-N-(4-(5-(methylsulfonyl)pyridin-3-yl)phenyl)propanamide C1(CC1)S(=O)(=O)NC=1SC=C(N1)C(C(=O)NC1=CC=C(C=C1)C=1C=NC=C(C1)S(=O)(=O)C)(C)C